ClC=1C=C2C(=NC(=NC2=C(C1C1=CC=C(C2=C1N=C(S2)N)F)F)C2CCN(CC2)C)N2CCNCC2 4-(6-chloro-8-fluoro-2-(1-methylpiperidin-4-yl)-4-(piperazin-1-yl)quinazolin-7-yl)-7-fluorobenzo[d]thiazol-2-amine